N-(4-(4-amino-3-(4-(cyclohexylthio)phenyl)-7-oxo-6,7-dihydro-2H-pyrazolo[3,4-d]pyridazin-2-yl)phenyl)acrylamide NC=1C=2C(C(NN1)=O)=NN(C2C2=CC=C(C=C2)SC2CCCCC2)C2=CC=C(C=C2)NC(C=C)=O